1-((3-(3-Fluoro-4-(2-methyl-4-(2-((1-(methylsulfonyl)piperidin-4-yl)amino)-5-(trifluoromethyl)pyrimidin-4-yl)-1H-imidazol-1-yl)phenyl)azetidin-1-yl)methyl)cyclopropan-1-ol FC=1C=C(C=CC1N1C(=NC(=C1)C1=NC(=NC=C1C(F)(F)F)NC1CCN(CC1)S(=O)(=O)C)C)C1CN(C1)CC1(CC1)O